methyl 2-amino-2-cyclopropylacetate hydrochloride Cl.NC(C(=O)OC)C1CC1